OCCOC1=CC(=NC=C1)C=1N=C(C2=C(N1)CCC2(C)C)N(CC(=O)N2CCCCC2)C 2-({2-[4-(2-hydroxyethoxy)pyridin-2-yl]-5,5-dimethyl-5H,6H,7H-cyclopenta[d]pyrimidin-4-yl}(methyl)amino)-1-(piperidin-1-yl)ethan-1-one